1-benzyl-6-(3,5-dimethylisoxazol-4-yl)-N-(2-(piperidin-1-yl)ethyl)-1H-imidazo[4,5-b]pyridin-2-amine C(C1=CC=CC=C1)N1C(=NC2=NC=C(C=C21)C=2C(=NOC2C)C)NCCN2CCCCC2